2-(1,4-dioxane-2-yl)-6-fluoro-3,3-diphenylindoline O1C(COCC1)C1NC2=CC(=CC=C2C1(C1=CC=CC=C1)C1=CC=CC=C1)F